tert-butyl 3-[7-chloro-8-fluoro-2-[[(2S)-1-[2-[(2,2,2-trifluoroacetyl)amino]ethyl]pyrrolidin-2-yl]methoxy]pyrido[4,3-d]pyrimidin-4-yl]-3,8-diazabicyclo[3.2.1]octane-8-carboxylate ClC1=C(C=2N=C(N=C(C2C=N1)N1CC2CCC(C1)N2C(=O)OC(C)(C)C)OC[C@H]2N(CCC2)CCNC(C(F)(F)F)=O)F